CC1C(CN2CC(CC12C(=O)OCC12CC(CN2CC(C1)=C)=C)=C)=C (2,6-dimethylenetetrahydro-1H-pyrrolizin-7a(5H)-yl)methanol methyl-2,6-Dimethylenetetrahydro-1H-pyrrolizine-7a(5H)-carboxylate